CC([C@@H](C(N[C@H](C(N[C@H](C=C=O)C[C@H]1C(NCC1)=C=O)=C=O)CC1CCCCC1)=C=O)NC(C=CC1=CC=CC=C1)=O)C N-{(S)-3-methyl-1-carbonyl-1-{{(S)-1-carbonyl-1-{{(S)-1-carbonyl-3-[(S)-2-carbonylpyrrolidin-3-yl]propan-2-yl}amino}-3-cyclohexylpropan-2-yl}amino}butan-2-yl}cinnamamide